C1(CC1)C#CC=1C=C(N)C=C(C1)OC(F)F 3-(cyclopropylethynyl)-5-(difluoromethoxy)aniline